ClCC=1C2CCC(C1)C2 2-chloromethyl-2-norbornene